1-methyl-3-propanesultone imidazole salt N1C=NC=C1.CC1CCOS1(=O)=O